ClC1=NN=C(C=2CCCCC12)N[C@H]1CNCCC1 (R)-4-chloro-N-(piperidin-3-yl)-5,6,7,8-tetrahydrophthalazin-1-amine